3-iodo-2-methyl-2H-indazole-5-carbonitrile IC=1N(N=C2C=CC(=CC12)C#N)C